ClC1=CC=C(C=C1)C[C@H](C(=O)NC1=C(C(=NN1COCC[Si](C)(C)C)C1=CC=NC=C1)C)F |r| (rac)-3-(4-chlorophenyl)-2-fluoro-N-(4-methyl-3-(pyridin-4-yl)-1-((2-(trimethylsilyl)ethoxy)methyl)-1H-pyrazol-5-yl)propanamide